S(CCC(=O)OCCS)CCC(=O)OCCS bis(2-mercaptoethyl) 3,3'-thiodipropionate